6-chloro-5-(2-methoxy-6-((3aR,6aR)-tetrahydro-1H-furo[3,4-c]pyrrol-5(3H)-yl)pyridin-3-yl)-1H-indole-3-carboxylic acid ClC1=C(C=C2C(=CNC2=C1)C(=O)O)C=1C(=NC(=CC1)N1C[C@H]2[C@H](C1)COC2)OC